(3-azaspiro[5.5]undecan-9-yl)methanone C1CNCCC12CCC(CC2)C=O